CC1=CC(=CO1)[C@H]1N(OCC1)C(=O)C1CCN(CC1)C1=NC=CC(=N1)C(=O)N (S)-2-(4-(3-(5-methylfuran-3-yl)isoxazolidine-2-carbonyl)piperidin-1-yl)pyrimidine-4-carboxamide